(R)-3-(1-(cyclopropanecarbonyl)piperidin-3-yl)-2-fluorobenzoic acid C1(CC1)C(=O)N1C[C@H](CCC1)C=1C(=C(C(=O)O)C=CC1)F